(E)-3-(4-ethylphenyl)-1-phenylpropan-2-en-1-one C(C)C1=CC=C(C=C1)/C=C/C(=O)C1=CC=CC=C1